2-methyl-5-((4-(4-methyl-6-(trifluoromethyl)pyridin-3-yl)piperidin-1-yl)sulfonyl)thiazole CC=1SC(=CN1)S(=O)(=O)N1CCC(CC1)C=1C=NC(=CC1C)C(F)(F)F